6-Chloro-3-(2,4-difluoro-3-(methoxymethoxy)-5-(trifluoromethyl)phenyl)-1-(tetrahydro-2H-pyran-2-yl)-1H-pyrazolo[4,3-c]pyridine ClC1=CC2=C(C=N1)C(=NN2C2OCCCC2)C2=C(C(=C(C(=C2)C(F)(F)F)F)OCOC)F